OC1CCC(CC1)N(CCCCCCC(C(=O)N(CCCCCCCCCC)CCCCCCCCCC)F)CCCCCCC(C(=O)N(CCCCCCCCCC)CCCCCCCCCC)F 8,8'-(((1S,4S)-4-HYDROXYCYCLOHEXYL)AZANEDIYL)BIS(N,N-DIDECYL-2-FLUOROOCTANAMIDE)